CC1(C=C(C=2SC3=C(N2)C(=CC=C3)CCI)N)CC=C(C=C1)C 2-(p-dimethyl-aminostyryl)-benzothiazolylethyl iodide